FC(S(=O)(=O)[O-])(F)F.C[N+](C)(C)CC1=C(C=CC=C1)Cl N,N,N-trimethyl-(2-chlorobenzyl)ammonium trifluoromethanesulfonate